2,5-dioxo-2,5-dihydro-1H-pyrrol-1-yl trifluoromethyl-sulfinate FC(F)(F)S(=O)ON1C(C=CC1=O)=O